N1(CCC1)C(=O)C1=NN2C(C(=NC(=C2Br)C=2C=C(C#N)C=CC2)N(CC2=CC=C(C=C2)OC)CC2=CC=C(C=C2)OC)=N1 3-(2-(azetidine-1-carbonyl)-8-(bis(4-methoxybenzyl)amino)-5-bromo-[1,2,4]triazolo[1,5-a]pyrazin-6-yl)benzonitrile